2-((1R,4r)-4-((1r,3R)-3-Hydroxy-N-methylcyclobutane-1-carboxamido)cyclohexyl)-6-methoxy-N-(pyrazolo[1,5-a]pyrimidin-3-yl)-2H-indazole-5-carboxamide OC1CC(C1)C(=O)N(C)C1CCC(CC1)N1N=C2C=C(C(=CC2=C1)C(=O)NC=1C=NN2C1N=CC=C2)OC